BrC1=CC=2C(CC2C=C1)(F)F 3-bromo-8,8-difluorobicyclo[4.2.0]Oct-1(6),2,4-triene